3-methyl-5-(4-methyl-3-nitrophenyl)-1,2,4-thiadiazole CC1=NSC(=N1)C1=CC(=C(C=C1)C)[N+](=O)[O-]